2-bromo-1-[6-(4,4-difluoropiperidin-1-yl)-5-fluoropyridin-3-yl]ethanone BrCC(=O)C=1C=NC(=C(C1)F)N1CCC(CC1)(F)F